O1CCN(CC1)C=1C2=C(N=CN1)N(C(=C2)C2=CC=C(C=C2)NS(=O)(=O)CC=2C=C(C=CC2)N2C[C@@H](CC2)NC(OC(C)(C)C)=O)COCC[Si](C)(C)C tert-butyl (R)-(1-(3-((N-(4-(4-morpholino-7-((2-(trimethylsilyl)ethoxy)methyl)-7H-pyrrolo[2,3-d]pyrimidin-6-yl)phenyl)sulfamoyl)methyl)phenyl)pyrrolidin-3-yl)carbamate